1-cyclohexyl-2-(thiophen-3-yl)-1,6-dihydrodipyrrolo[2,3-b:2',3'-d]pyridine C1(CCCCC1)N1C(=CC=2C1=C1C(=NC2)NC=C1)C1=CSC=C1